CS(=O)(=O)OC1=C(C=NC=C1Cl)Cl (S)-1-(3,5-dichloropyridin-4-yl) methanesulfonate